C(C)C1(C(N(C2=CC=CC=C2C1)CC1=CC=C(C=C1)OC)=O)C 3-ethyl-1-[(4-methoxyphenyl)methyl]-3-methyl-4H-quinolin-2-one